ClC=1C=C(C=CC1Cl)NC1N(C(=NC(=N1)N)N1CCOCC1)C1=CC(=CC=C1)OC N-(3,4-Dichlorophenyl)-N1-(3-methoxyphenyl)-6-morpholin-4-yl-[1,3,5]triazine-2,4-diamine